NC1=NC=C(C2=C1C(=CO2)C2=CC(=C(C=C2)NS(=O)(=O)CC)OCC2=CC=C(C=C2)F)C=2C=NN(C2)CCO N-(4-(4-amino-7-(1-(2-hydroxyethyl)-1H-pyrazol-4-yl)furo[3,2-c]pyridin-3-yl)-2-((4-fluorobenzyl)oxy)phenyl)ethanesulfonamide